1-(3-morpholinopropyl)-1,6-naphthyridin-2(1H)-one O1CCN(CC1)CCCN1C(C=CC2=CN=CC=C12)=O